CN1N=C(C(=C1OCCN(C(OC(C)(C)C)=O)CC)C=1C=C2C(=CN1)N(N=C2C=C)C2OCCCC2)C tert-butyl N-[2-[2,5-dimethyl-4-(1-tetrahydropyran-2-yl-3-vinyl-pyrazolo[3,4-c]pyridin-5-yl)pyrazol-3-yl]oxyethyl]-N-ethyl-carbamate